ClC1=NC=CC(=C1S(=O)(=O)C)C=1C=NN(C1)C 2-chloro-4-(1-methyl-1H-pyrazol-4-yl)-3-(methylsulfonyl)pyridine